COC(C1=C(C=CC(=C1)C=1SC=CC1)N)=O 2-amino-5-(thien-2-yl)benzoic acid methyl ester